N1C(=NC=C1)CNC(COC=1C=2N(C=C(C1)OC)N=C(C2)C=2N=C1SC(=NN1C2)OC)=O N-((1H-imidazol-2-yl)methyl)-2-((6-methoxy-2-(2-methoxyimidazo[2,1-b][1,3,4]thiadiazol-6-yl)pyrazolo[1,5-a]pyridin-4-yl)oxy)acetamide